ClC1=C(C=NC=C1)COC=1C=CC2=C(C(=C(O2)C)C(=O)NC2C(CNCC2)(F)F)C1 5-((4-chloropyridin-3-yl)methoxy)-N-(3,3-difluoropiperidin-4-yl)-2-methylbenzofuran-3-carboxamide